(4-(5-bromo-6-phenylpyrazin-2-yl)piperazin-1-yl)(phenyl)methane BrC=1N=CC(=NC1C1=CC=CC=C1)N1CCN(CC1)CC1=CC=CC=C1